ClC1=NN=C(C2=CC=CC=C12)N[C@@H]1CC[C@H](CC1)N(C)C (trans)-N1-(4-chlorophthalazin-1-yl)-N4,N4-Dimethylcyclohexane-1,4-diamine